C(C)C1=CC=C2C(N(C=3C=CC=CC3C2=C1)C)=O 9-ethyl-5-methyl-6(5H)-phenanthridinone